7-[(4-chlorobutyl)oxy]-4-[(3-chloro-4-fluorophenyl)amino]-6-{[3-(1,4-oxazinane-4-yl)propyl]oxy}quinazoline ClCCCCOC1=C(C=C2C(=NC=NC2=C1)NC1=CC(=C(C=C1)F)Cl)OCCCN1CCOCC1